NC1=NC=CC=C1C1=NC=2C(=NC=CC2)N1C1=CC=C(C=C1)CC1=C(N=C(S1)Br)C(=O)N [[4-[2-(2-amino-3-pyridyl)imidazo[4,5-b]pyridin-3-yl]phenyl]methyl]-2-bromo-thiazole-4-carboxamide